O=C(OCC1=CC=CC=C1)NCCOCCOCCOCCOCCC 3-oxo-1-phenyl-2,7,10,13,16-pentaoxa-4-aza-nonadecane